diglycidylether ethanedioate C(C(=O)O)(=O)O.C(C1CO1)OCC1CO1